(R)-2-(2-cyclopropyl-6,7-dihydrothiazolo[5,4-c]pyridin-5(4H)-yl)-4-((1-(hydroxymethyl)cyclobutyl)amino)-6,7-dihydrothieno[3,2-d]pyrimidine 5-oxide C1(CC1)C=1SC=2CN(CCC2N1)C=1N=C(C2=C(N1)CC[S@]2=O)NC2(CCC2)CO